9-chloro-6,6-dimethyl-8-(4-morpholinopiperidin-1-yl)-3-((Trimethylsilyl)ethynyl)-5,6-dihydro-11H-benzo[b]carbazol-11-one ClC1=CC2=C(C(C=3NC4=CC(=CC=C4C3C2=O)C#C[Si](C)(C)C)(C)C)C=C1N1CCC(CC1)N1CCOCC1